(5-methyl-5,7-dihydrofuro[3,4-b]pyridine-3-carbonyl)oxylithium CC1OCC2=NC=C(C=C21)C(=O)O[Li]